CC1=CC=C(C=C1)C1C2C=CC(C1)C2 5-(4-methylphenyl)-2-norbornene